C(C)C1=NC=2C(=CC(=CC2C=2N1C=CN2)C)\C(\C)=N/[S@](=O)C(C)(C)C (R)-N-[(1Z)-1-{5-ethyl-9-methylimidazo[1,2-c]quinazolin-7-yl}ethylidene]-2-methylpropane-2-sulfinamide